C(C)N1N=CC=C1C(=O)N[C@@H](C1CCC(CC1)F)C=1OC2=C(N1)C=C(C=C2)[C@@H](COC)C=2C(NC=C(C2)F)=O 1-ethyl-N-((S)-(5-((R)-1-(5-fluoro-2-oxo-1,2-dihydropyridin-3-yl)-2-methoxyethyl)benzo[d]oxazol-2-yl)((1r,4S)-4-fluorocyclohexyl)methyl)-1H-pyrazole-5-carboxamide